(2R)-2-amino-3-(3-bromo-5-chloro-7-{[(1,3-thiazol-2-yl)methyl]amino}thieno[3,2-b]pyridin-2-yl)propan-1-ol N[C@@H](CO)CC1=C(C2=NC(=CC(=C2S1)NCC=1SC=CN1)Cl)Br